N=1C=CN2C1C=CC(=C2)C2=CSC=1C2=NC(=CC1)NC1=NN(C=C1)C 3-(imidazo[1,2-a]pyridin-6-yl)-N-(1-methyl-1H-pyrazol-3-yl)thieno[3,2-b]pyridin-5-amine